BrC=1C=C(C=CC1)C(CC(=O)O)(C)NS(=O)C(C)(C)C 3-(3-bromophenyl)-3-(tert-butylsulfinylamino)butanoic acid